3-(1-(3-bromophenyl)vinyl)-5-fluoropyridin-2-amine BrC=1C=C(C=CC1)C(=C)C=1C(=NC=C(C1)F)N